CC1=C(C(=CC(=C1)C)O)CC1=C(C(=CC(=C1)C)CC1=C(C=C(C=C1O)C)C)O 2,6-Bis-[2,4-dimethyl-6-hydroxyphenyl-methyl]-4-methylphenol